C(CCC)[C@@H]1N(S(C2=C(N(C1)C1=CC=CC=C1)C=C(C(=C2)OC[C@H](C(=O)O)OC)SC)(=O)=O)C (R)-3-(((S)-3-butyl-2-methyl-7-(methylthio)-1,1-dioxido-5-phenyl-2,3,4,5-tetrahydro-1,2,5-benzothiadiazepin-8-yl)oxy)-2-methoxypropanoic acid